((Chlorosulfonyl)imino)methanone ClS(=O)(=O)N=C=O